C(C)(=O)NCC1CCN(CC1)CC1=CC(=NC(=C1)C1=CC(=CC(=C1)Cl)Cl)OC=1C=CC(=NC1)N1CCN(CC1)CC(CC(=O)OCC)=O ethyl 4-(4-(5-((4-((4-(acetamidomethyl) piperidin-1-yl) methyl)-6-(3,5-dichlorophenyl) pyridin-2-yl) oxy) pyridin-2-yl) piperazin-1-yl)-3-oxobutanoate